ClC=1C=C(C=CC1)S(=O)(=O)NC1CC(CCC1)O 3-chloro-N-(3-hydroxycyclohexyl)benzenesulfonamide